1-(4-(4-Fluoro-2-methylphenyl)piperidin-1-yl)-2-(3-(4-(2-hydroxyacetyl)piperazin-1-carbonyl)-5,6-dihydrocyclopenta[c]pyrazol-1(4H)-yl)ethanon FC1=CC(=C(C=C1)C1CCN(CC1)C(CN1N=C(C2=C1CCC2)C(=O)N2CCN(CC2)C(CO)=O)=O)C